pyrrolo[2,1-C][1,4]-benzodiazepine C1=CCN2C1=CN=C1C(=C2)C=CC=C1